4-(5-benzylpyrimidin-2-yl)-1-(6-(1-methyl-1H-pyrazol-4-yl)pyrazolo[1,5-a]pyridin-3-yl)-1,4-diazepan-5-one C(C1=CC=CC=C1)C=1C=NC(=NC1)N1CCN(CCC1=O)C=1C=NN2C1C=CC(=C2)C=2C=NN(C2)C